OC1(COC1)C1=CC=C(C=C1)NC(=O)N1C2CC(CC1CC2)OC2=CC=C(C=C2)C(F)(F)F N-(4-(3-hydroxyoxetan-3-yl)phenyl)-3-(4-(trifluoromethyl)phenoxy)-8-azabicyclo[3.2.1]octane-8-carboxamide